tert-Butyl (3-cyano-7-fluoro-4-(5-fluoro-3-(3-(isopropylamino)pyrrolidin-1-yl)-7,9-dihydrofuro[3,4-f]quinazolin-6-yl)thieno[3,2-c]pyridin-2-yl)carbamate C(#N)C1=C(SC2=C1C(=NC=C2F)C=2C1=C(C=3C=NC(=NC3C2F)N2CC(CC2)NC(C)C)COC1)NC(OC(C)(C)C)=O